C1(CC1)C([C@@H](C(=O)OCC)NC(=O)C=1N(N=NC1)C(C)C)C1CC1 ethyl (2S)-3,3-dicyclopropyl-2-[(3-isopropyltriazole-4-carbonyl)amino]propanoate